rac-(2r,3s,5r)-3-(3,4-difluoro-2-methoxyphenyl)-5-methyl-5-(trifluoromethyl)tetrahydrofuran-2-carboxylic acid FC=1C(=C(C=CC1F)[C@H]1[C@@H](O[C@](C1)(C(F)(F)F)C)C(=O)O)OC |r|